[1,7]Naphthyridine-8-carbonitrile N1=CC=CC2=CC=NC(=C12)C#N